N-(cyclopropylmethyl)-2-[2-fluoro-5-[[6-oxo-4-(trifluoromethyl)-1H-pyridine-3-carbonyl]amino]-4-[rac-(3R,5S)-3,4,5-trimethylpiperazin-1-yl]phenyl]-N-methyl-1,3-thiazole-4-carboxamide C1(CC1)CN(C(=O)C=1N=C(SC1)C1=C(C=C(C(=C1)NC(=O)C1=CNC(C=C1C(F)(F)F)=O)N1C[C@H](N([C@H](C1)C)C)C)F)C |r|